CC(C)CCC[C@@H](C)[C@H]1CC[C@H]2[C@@H]3CC=C4C[C@H](CC[C@]4(C)[C@H]3CC[C@]12C)OCCCCCCCCO[C@H](CN(C)C)COCCCCCCCC\C=C/C\C=C/CCCCC (2R)-2-({8-[(3β)-cholest-5-en-3-yloxy]octyl}oxy)-N,N-dimethyl-3-[(9Z,12Z)-octadecane-9,12-dien-1-yloxy]propan-1-amine